7-cyclopropoxy-2-(6-fluoro-1-methyl-1H-indol-4-yl)-6-methoxy-4-(piperidine-1-carbonyl)isoquinolin-1(2H)-one C1(CC1)OC1=C(C=C2C(=CN(C(C2=C1)=O)C1=C2C=CN(C2=CC(=C1)F)C)C(=O)N1CCCCC1)OC